3-benzyl-1-(trans-4-((5-cyano-4-(2-methoxypyridin-3-yl)pyrimidin-2-yl)amino)cyclohexyl)-1-(5-(1-methyl-1H-pyrazol-4-yl)pyridin-2-yl)urea C(C1=CC=CC=C1)NC(N(C1=NC=C(C=C1)C=1C=NN(C1)C)[C@@H]1CC[C@H](CC1)NC1=NC=C(C(=N1)C=1C(=NC=CC1)OC)C#N)=O